(R)-2-(6-(3-chloro-4-(2-chloro-3-(6-methoxy-5-((((5-oxopyrrolidin-2-yl)methyl)amino)methyl)pyridin-2-yl)phenyl)pyridin-2-yl)-8-methoxy-3,4-dihydroisoquinolin-2(1H)-yl)acetic acid ClC=1C(=NC=CC1C1=C(C(=CC=C1)C1=NC(=C(C=C1)CNC[C@@H]1NC(CC1)=O)OC)Cl)C=1C=C2CCN(CC2=C(C1)OC)CC(=O)O